N=1N(N=CC1)C1=C(C=C(C=N1)NC(C1=C(C=C(C=C1)C1=C2C=CNC(C2=CC=C1)=O)C(F)(F)F)=O)C(F)(F)F N-(6-(2H-1,2,3-triazol-2-yl)-5-(trifluoromethyl)pyridin-3-yl)-4-(1-oxo-1,2-dihydroisoquinolin-5-yl)-2-(trifluoromethyl)benzamide